C(#N)[C@@H](C[C@@H]1C(NCCC1)=O)NC(=O)[C@H]1N(C[C@@H]2[C@H]1CC(C2)(F)F)C(=O)C=2NC1=C(C(=CC(=C1C2)F)F)Cl (1S,3aS,6aR)-N-((R)-1-cyano-2-((R)-2-oxopiperidin-3-yl)ethyl)-2-(4,6-difluoro-7-chloro-1H-indole-2-carbonyl)-5,5-difluorooctahydrocyclopenta[c]pyrrole-1-carboxamide